ClC1=C(C=CC(=N1)C=1N=NN(C1C(=O)O)C)NS(=O)(=O)C 4-(6-chloro-5-(methylsulfonamido)pyridin-2-yl)-1-methyl-1H-1,2,3-triazole-5-carboxylic acid